C(C1=CC=CC=C1)OC1CCC1 (1r,3r)-3-(benzyloxy)cyclobutane